IC1=CC2=CC(=CC=C2C=C1)I 2,7-diiodonaphthalene